(R)-1,2,6,7,8,9-Hexahydro-1,6,6-trimethyl-phenanthro(1,2-b)furan-10,11-dione C[C@@H]1C2=C(OC1)C=1C=CC=3C(CCCC3C1C(C2=O)=O)(C)C